ClC=1C(N(N=CC1N1CC(C1)(CO)O)CC1=NC(=NO1)CCC1=CC=C(C=C1)Cl)=O 4-chloro-2-({3-[2-(4-chlorophenyl)ethyl]-1,2,4-oxadiazol-5-yl}methyl)-5-[3-hydroxy-3-(hydroxy-methyl)azetidin-1-yl]-2,3-dihydropyridazin-3-one